N-({4-amino-2H,3H-furo[3,2-c]quinolin-7-yl}methyl)-N-(2-methanesulfonylpyridin-3-yl)-6-(tri-fluoromethyl)pyridine-3-carboxamide NC1=NC=2C=C(C=CC2C2=C1CCO2)CN(C(=O)C=2C=NC(=CC2)C(F)(F)F)C=2C(=NC=CC2)S(=O)(=O)C